C(C)(C)(C)OC(=O)N1CCC2(CC1)CC1=C(C=NC=C1)C2=N[S@](=O)C(C)(C)C 7-{[(R)-2-methylpropan-2-sulfinyl]imino}-5,7-dihydrospiro[cyclopenta[c]pyridine-6,4'-piperidine]-1'-carboxylic acid tert-butyl ester